(6S)-4-(4-chlorophenyl)-N-[4-[[[(2E)-3-(3-pyridinyl)-1-oxo-2-propen-1-yl]amino]methyl]benzyl]-2,3,9-trimethyl-6H-thieno[3,2-f][1,2,4]triazolo[4,3-a][1,4]diazepine-6-acetamide ClC1=CC=C(C=C1)C1=N[C@H](C=2N(C3=C1C(=C(S3)C)C)C(=NN2)C)CC(=O)NCC2=CC=C(C=C2)CNC(\C=C\C=2C=NC=CC2)=O